2-(3-(((Cyclopropylmethyl)amino)methyl)-5-(trifluoromethyl)phenyl)-6-(3-((4-methyl-4H-1,2,4-triazol-3-yl)methyl)oxetan-3-yl)isoindolin-1-one C1(CC1)CNCC=1C=C(C=C(C1)C(F)(F)F)N1C(C2=CC(=CC=C2C1)C1(COC1)CC1=NN=CN1C)=O